CC1=CC(=C(N1)C=1C(=NC=CC1)C(F)(F)F)C(=O)O 5-methyl-2-(2-(trifluoromethyl)pyridin-3-yl)-1H-pyrrole-3-carboxylic acid